C(C)(=O)N1CC2(CCOCC2)C2=CC=C(C=C12)C1=C(C(=C(C(=O)O)C=C1)C)N(C1CCOCC1)CC (1-acetyl-2',3',5',6'-tetrahydrospiro[indoline-3,4'-pyran]-6-yl)-3-(ethyl-(tetrahydro-2H-pyran-4-yl)amino)-2-methylbenzoic acid